Tert-Butyl (1-(4-cyano-6-(4-cyano-3-fluorophenyl)pyrid-2-yl)piperid-4-yl)carbamate C(#N)C1=CC(=NC(=C1)C1=CC(=C(C=C1)C#N)F)N1CCC(CC1)NC(OC(C)(C)C)=O